ClC=1C(=CC2=C(N(C[C@H](N(S2(=O)=O)C)C2CCCCC2)C2=CC=CC=C2)C1)C=1C(=C(C(=O)O)C=CC1)C (R)-3-(7-chloro-3-cyclohexyl-2-methyl-1,1-dioxido-5-phenyl-2,3,4,5-tetrahydrobenzo[f][1,2,5]thiadiazepin-8-yl)-2-methylbenzoic acid